C(C1=CC(O)=C(O)C(O)=C1)(=O)O[C@H]1[C@H](O)[C@@H](O)[C@H](O)[C@H](O1)COC(C1=CC(O)=C(O)C(O)=C1)=O 1,6-Di-O-galloyl-β-D-glucose